1,18-diphenyloctadecane C1(=CC=CC=C1)CCCCCCCCCCCCCCCCCCC1=CC=CC=C1